2-((1r,4r)-4-azidocyclohexyl)-6-methoxy-N-(1-methyl-2-oxo-1,2-dihydropyridin-3-yl)-2H-indazole-5-carboxamide N(=[N+]=[N-])C1CCC(CC1)N1N=C2C=C(C(=CC2=C1)C(=O)NC=1C(N(C=CC1)C)=O)OC